(1Z,11Z,14Z,24Z)-19-(2-aminoethyl)-12,26-dihydroxy-6-oxa-3,9,12,16,19,22,26-heptaazatricyclo[22.2.2.211,14]triaconta-1(27),11(30),14(29),24(28)-tetraene-2,10,13,15,23,25-hexaone NCCN1CCNC(C=2C(N(C(C(NCCOCCNC(C=3N(C(C(C(NCC1)=O)=CC3)=O)O)=O)=O)=CC2)O)=O)=O